C1(=CC=CC=C1)OS(=O)(=O)C1=CC=CC=C1 phenylbenzenesulfonate